O1C(N=CC1)(S(=O)(=O)[O-])S(=O)(=O)[O-] oxazolinedisulfonate